C(C)OC(=O)C=1N=CN(C1)[C@@H](C)C1CC1 1-[(1S)-1-cyclopropylethyl]-1H-imidazole-4-carboxylic acid ethyl ester